FC=1C(=C(C=CC1)C=1C=C2C(=NN1)NC[C@]1(N2C[C@@H](C1)OC1=NC=C(C=O)C=C1C)C)O 6-(((6aS,8R)-2-(3-fluoro-2-hydroxyphenyl)-6a-methyl-5,6,6a,7,8,9-hexahydropyrrolo[1',2':4,5]pyrazino[2,3-c]pyridazin-8-yl)oxy)-5-methylnicotinaldehyde